OCC1CC(CO1)O 5-(hydroxymethyl)-tetrahydrofuran-3-ol